(R)-(5-(2-(5-fluoro-2-methylpyridin-3-yl)pyrrolidin-1-yl)pyrazolo[1,5-a]pyrimidin-3-yl)(3-hydroxyazetidin-1-yl)methanone FC=1C=C(C(=NC1)C)[C@@H]1N(CCC1)C1=NC=2N(C=C1)N=CC2C(=O)N2CC(C2)O